tert-butyl (R)-4-(4-(4-methylthiazol-5-yl)phenyl)-1,2,3-oxathiazolidine-3-carboxylate 2,2-dioxide CC=1N=CSC1C1=CC=C(C=C1)[C@H]1N(S(OC1)(=O)=O)C(=O)OC(C)(C)C